C1(=CC=CC=C1)[C@@H](C)O (R)-1-phenyl-1-ethanol